CC1=CC(=NC=2N=C(N=C(C21)N)N[C@H]2CNCCC2)C (R)-5,7-dimethyl-N2-(piperidin-3-yl)pyrido[2,3-d]pyrimidine-2,4-diamine